propionic acid-(2,3-dihydroxyl)-propyl ester OC(COC(CC)=O)CO